NC(C(=O)O)CCCCCCCCC α-aminoundecanoic acid